3-hydroxy-2,2'-iminodisuccinate tetrasodium [Na+].[Na+].[Na+].[Na+].OC(C(C(=O)[O-])NC(C(=O)[O-])CC(=O)[O-])C(=O)[O-]